4,17-Dioxa-eicosane-1,20-diamin C(CCOCCCCCCCCCCCCOCCCN)N